OC(C)C1=CC2=C(SC=C2)C(=C1)C#N 5-(1-hydroxyethyl)benzo[b]thiophene-7-carbonitrile